COC(C=CC=CCCCCCC[C@@H](CCCCCCCCCCCCCC)OCC1=CC=CC=C1)=O (R,10Z,13Z)-12-benzyloxy-hexacosanedienoic acid methyl ester